ClC=1C=CC2=C(C[C@@H](CC=3N2C(=NN3)[C@@H]3CC[C@H](CC3)OC3=NC=CC=C3)NC(=O)C3CCOCC3)C1 N-{(5S)-8-chloro-1-[trans-4-(pyridin-2-yloxy)cyclohexyl]-5,6-dihydro-4H-[1,2,4]triazolo[4,3-a][1]benzazepin-5-yl}tetrahydro-2H-pyran-4-carboxamide